COC(CCC(=O)C=1OC=C(C1)C=1OC2=C(C1)C=CC=C2)=O 4-(4-(benzofuran-2-yl)furan-2-yl)-4-oxobutanoic acid methyl ester